6-[5-[2-[[4-fluoro-1-(1-tritylimidazol-4-yl)-6,7-dihydro-5H-cyclopenta[c]pyridin-6-yl]methylamino]ethyl]-2-oxo-oxazolidin-3-yl]-4H-pyrazino[2,3-b][1,4]oxazin-3-one FC=1C2=C(C(=NC1)C=1N=CN(C1)C(C1=CC=CC=C1)(C1=CC=CC=C1)C1=CC=CC=C1)CC(C2)CNCCC2CN(C(O2)=O)C2=NC1=C(OCC(N1)=O)N=C2